NCCCN1C=NC=C1 1-(3-Aminopropyl)-imidazol